C(C)(C)(C)C1=C(C=CC=C1)OP(=O)(OC1=C(C=CC=C1)C(C)(C)C)OC1=C(C=CC=C1)C(C)(C)C.P(=O)(OC1=C(C=CC=C1)C(C)(C)C)(OC1=C(C=CC=C1)C(C)(C)C)OC1=CC=CC=C1 bis(t-butylphenyl) phenyl phosphate tri(t-butylphenyl)phosphate